N-butyl-N-(pyridazin-4-yl)-1-(3-(methylthio)butan-2-yl)-5-methyl-1H-pyrazole-4-carboxamide C(CCC)N(C(=O)C=1C=NN(C1C)C(C)C(C)SC)C1=CN=NC=C1